ClC[C@H]1[C@@H](C1)C#CC=1C(=C(C(=CC1)O)N1CC(NS1(=O)=O)=O)F |o1:2,3| rel-5-(3-(((1R,2R)-2-(chloromethyl)cyclopropyl)ethynyl)-2-fluoro-6-hydroxyphenyl)-1,2,5-thiadiazolidin-3-one 1,1-dioxide